N1=C(C=CC(=C1)C(=O)O)C1=NC=C(C=C1)C(=O)O.CC1=C(OC2=CC=C(N)C=C2)C=CC=C1 4-(2-methylphenoxy)aniline 2,2'-bipyridine-5,5'-dicarboxylate